FC1(CN(C1)C1CCC(CC1)NC(=O)C=1SC=C(N1)C1=CN=CN1C)F N-((1r,4r)-4-(3,3-difluoroazetidin-1-yl)cyclohexyl)-4-(1-methyl-1H-imidazol-5-yl)thiazole-2-carboxamide